4-(6-(3,6-diazabicyclo[3.1.1]heptan-3-yl)pyridin-3-yl)-7-fluoro-6-(2-hydroxy-2-methylpropyloxy)pyrazolo[1,5-a]pyridine-3-carbonitrile C12CN(CC(N1)C2)C2=CC=C(C=N2)C=2C=1N(C(=C(C2)OCC(C)(C)O)F)N=CC1C#N